C(C)(=O)NC1=C(C(=O)NC=2SC(=C(N2)C)[N+](=O)[O-])C=CC(=C1)NCCCCCCCN 2-acetamido-4-((7-aminoheptyl)amino)-N-(4-methyl-5-nitrothiazol-2-yl)benzamide